1-cyclopropyl-N-{8,9-dimethoxy-1H,2H,4H,5H-oxepino[4,5-b]quinolin-11-yl}piperidin-4-amine C1(CC1)N1CCC(CC1)NC1=C2C(=NC=3C=C(C(=CC13)OC)OC)CCOCC2